4-[(1R,2R)-2-{5-[1-(trifluoromethyl)cyclopropyl]-1,2,4-oxadiazol-3-yl}cyclopropyl]benzenesulfonamide FC(C1(CC1)C1=NC(=NO1)[C@H]1[C@@H](C1)C1=CC=C(C=C1)S(=O)(=O)N)(F)F